N,N'-dibenzyl-5-oxa-1,9-nonanediamine C(C1=CC=CC=C1)NCCCCOCCCCNCC1=CC=CC=C1